C[C@@H]1CC(C2(C1)CCN(CC2)C(=O)OCC2=CC=CC=C2)=O benzyl (S)-3-methyl-1-oxo-8-azaspiro[4.5]decane-8-carboxylate